methyl ((1R,3R)-3-(3-methyl-6-((2-(1-methyl-1H-pyrazol-4-yl)pyrazolo[1,5-a]pyrimidin-5-yl)amino)-2-oxo-2,3-dihydro-1H-imidazo[4,5-c]pyridin-1-yl)cyclopentyl)carbamate CN1C(N(C2=C1C=NC(=C2)NC2=NC=1N(C=C2)N=C(C1)C=1C=NN(C1)C)[C@H]1C[C@@H](CC1)NC(OC)=O)=O